ClC1=CC2=C(N(C(N=C2N2[C@H](CN([C@@H](C2)C)C(C=C)=O)C)=O)C=2C(=NC=CC2C)C(C)C)N=C1C1=C(C=CC=C1)NC (M)-6-Chloro-4-[(2S,5R)-2,5-dimethyl-4-prop-2-enoyl-piperazin-1-yl]-1-(2-isopropyl-4-methyl-3-pyridyl)-7-[2-(methyl-amino)phenyl]pyrido[2,3-d]pyrimidin-2-one